8-chloro-N-(4-(cyclopentyloxy)-2-cyclopropylphenyl)quinolin-2-amine ClC=1C=CC=C2C=CC(=NC12)NC1=C(C=C(C=C1)OC1CCCC1)C1CC1